C[C@H]1CC[C@@H](NC1)C1=CC=C2C=C(C=NC2=C1)C1CCN(CC1)C 7-((2R,5S)-5-methylpiperidin-2-yl)-3-(1-methylpiperidin-4-yl)quinoline